2-chloro-4-(4-fluoro-2-methylphenyl)quinolin-7-ol ClC1=NC2=CC(=CC=C2C(=C1)C1=C(C=C(C=C1)F)C)O